O[C@@H]1C[C@H](CC1)NC1=NC(=CC(=N1)C=1C=C(C=CC1C)NC(=O)N1C[C@@H](CC1)CC(F)(F)F)N1CCOCC1 (3S)-N-[3-(2-[[trans-3-hydroxycyclopentyl]amino]-6-(morpholin-4-yl)pyrimidin-4-yl)-4-methylphenyl]-3-(2,2,2-trifluoroethyl)pyrrolidine-1-carboxamide